2-(4-(6-((4-chloro-2-fluorobenzyl)oxy)pyridin-2-yl)-2,5-difluorobenzyl)-1-((3S,4R)-4-methyltetrahydrofuran-3-yl)-1H-benzo[d]imidazole-6-carboxylic acid ClC1=CC(=C(COC2=CC=CC(=N2)C2=CC(=C(CC3=NC4=C(N3[C@@H]3COC[C@@H]3C)C=C(C=C4)C(=O)O)C=C2F)F)C=C1)F